methyl (S)-3-hydroxy-2-((9Z,12Z)-octadeca-9,12-dienamido)propanoate OC[C@@H](C(=O)OC)NC(CCCCCCC\C=C/C\C=C/CCCCC)=O